N-(2-((3-chlorobenzyl)oxy)-4-(4,4,5,5-tetramethyl-1,3,2-dioxaborolan-2-yl)phenyl)ethanesulfonamide ClC=1C=C(COC2=C(C=CC(=C2)B2OC(C(O2)(C)C)(C)C)NS(=O)(=O)CC)C=CC1